C(C)(C)(C)OC(=O)N1CC(C(CC1)C(=O)N1CCC(CC1)C1=CC=C2C(=NN(C2=C1)C)C=1C(=NC(=CC1)OCC1=CC=CC=C1)O)F.CC1=NN=C(N=N1)C1=CC=C(C(=O)N)C=C1 4-(6-methyl-1,2,4,5-tetrazin-3-yl)benzamide tert-butyl-4-(4-(3-(6-(benzyloxy)-2-hydroxypyridin-3-yl)-1-methyl-1H-indazol-6-yl)piperidine-1-carbonyl)-3-fluoropiperidine-1-carboxylate